ClC1=C(C=C(C=C1F)CCC(=O)NC1=C(C(=NN1)C1=CC=NC=C1)Cl)F 3-(4-chloro-3,5-difluorophenyl)-N-(4-chloro-3-(pyridin-4-yl)-1H-pyrazol-5-yl)propanamide